tert-butyl N-[14-({2-methyl-8-[4-(trifluoromethyl)phenyl]-2H,8H-pyrazolo[3,4-b]indol-5-yl}formamido)-3,6,9,12-tetraoxatetradecan-1-yl]carbamate CN1N=C2N(C3=CC=C(C=C3C2=C1)C(=O)NCCOCCOCCOCCOCCNC(OC(C)(C)C)=O)C1=CC=C(C=C1)C(F)(F)F